ClC=1C(=NC2=CC(=CC(=C2C1)F)CCC1=C[C@H]([C@H]2[C@@H]1OC(O2)(C)C)N2C=CC=1C=NC=CC12)N 3-Chloro-7-(2-((3aS,4R,6aR)-2,2-dimethyl-4-(1H-pyrrolo[3,2-c]pyridin-1-yl)-3a,6a-dihydro-4H-cyclopenta[d][1,3]dioxol-6-yl)ethyl)-5-fluoroquinolin-2-amine